FC1=C(C(=CC=C1N1C=CC=C1)F)[Ti]C1=C(C(=CC=C1F)N1C=CC=C1)F bis(2,6-difluoro-3-(1H-pyrrole-1-yl)-phenyl)titanium